COC1C(=CC(C(CCOC(C2CCCCN2C(C(C2C(CCC(CC(C(=CC=CC=CC(CC(C(C1OC)=O)C)C)C)OCCOCCOC1COC1)O2)C)=O)=O)=O)=O)C)C 18,19-dimethoxy-15,17,21,23,29,35-hexamethyl-30-[2-[2-(oxetan-3-yloxy)ethoxy]ethoxy]-11,36-dioxa-4-azatricyclo[30.3.1.04,9]hexatriaconta-16,24,26,28-tetraene-2,3,10,14,20-pentone